4-((2,5-dimethyl-4,5-dihydropyrazolo[1,5-a]pyrido[3,4-e]pyrazin-6-yl)amino)-N-(methyl-d3)pyridazine-3-carboxamide CC1=NN2C(CN(C3=C2C=CN=C3NC3=C(N=NC=C3)C(=O)NC([2H])([2H])[2H])C)=C1